FC=1C(=NC(=NC1)C1=CN(C2=NC=C(C=C21)F)S(=O)(=O)C2=CC=C(C)C=C2)N[C@@H]2C[C@@H](CCC2)N (1S,3R)-N1-(5-fluoro-2-(5-fluoro-1-tosyl-1H-pyrrolo[2,3-b]pyridin-3-yl)pyrimidin-4-yl)cyclohexane-1,3-diamine